N-(8,9-difluoro-6-oxo-1,4,5,6-tetrahydro-2H-pyrano[3,4-c]isoquinolin-1-yl)-N-methyl-6-oxo-5-(trifluoromethyl)-1,6-dihydropyridine-2-carboxamide FC=1C(=CC=2C3=C(NC(C2C1)=O)COCC3N(C(=O)C=3NC(C(=CC3)C(F)(F)F)=O)C)F